(2-fluorocyclobutyl)methanone FC1C(CC1)C=O